selenium-chromium [Cr].[Se]